bis(2-chloroethyl)oxamide ClCCNC(C(NCCCl)=O)=O